8-((3-bromo-2-methylphenyl)amino)-1,7-naphthyridine-3-carbaldehyde BrC=1C(=C(C=CC1)NC=1N=CC=C2C=C(C=NC12)C=O)C